CC1(C(C2CCC1C2)CC2CC(C(CC2)=O)C)C 4-[(3,3-dimethylbicyclo[2.2.1]hept-2-yl)methyl]-2-methylcyclohexanone